[2-(methylsulfanyl)phenyl]boronic acid CSC1=C(C=CC=C1)B(O)O